O=C(CC(=O)O)CC β-ketopentanoic acid